(±)-6,7,8,9-tetrahydro-5H-5,8-epiminocyclohepta[b]pyridin-2-ol N1=C2C(=CC=C1O)C1CCC(C2)N1